2-[6-[(3aR,7aS)-6-methyl-3,3a,4,5,7,7a-hexahydro-2H-pyrrolo[2,3-c]pyridin-1-yl]pyridazin-3-yl]-3-methyl-phenol CN1C[C@@H]2[C@H](CC1)CCN2C2=CC=C(N=N2)C2=C(C=CC=C2C)O